3-(4,5-dihydro-1H-imidazol-2-yl-sulfanyl)-5,5-dimethyl-4H-isoxazole N1C(=NCC1)SC1=NOC(C1)(C)C